BrC=1N=C(N(C1F)C)C1=C(C#N)C=CC=C1 (4-bromo-5-fluoro-1-methyl-1H-imidazol-2-yl)benzonitrile